1-(1-(1H-imidazol-4-yl)ethyl)-4-((R)-3-hydroxypyrrolidin-1-yl)-7-(trifluoromethyl)quinazolin-2(1H)-one N1C=NC(=C1)C(C)N1C(N=C(C2=CC=C(C=C12)C(F)(F)F)N1C[C@@H](CC1)O)=O